Cl.NC1CCN(CC1)C1=CC(=C(C(=N1)C1=CC(=C(C=C1)C#N)F)C1=CC(=C(C=C1)OC)O)OCCCCCCC(=O)NO 7-((6-(4-aminopiperidin-1-yl)-2-(4-cyano-3-fluorophenyl)-3-(3-hydroxy-4-methoxyphenyl)pyridin-4-yl)oxy)-N-hydroxyheptanamide hydrochloride